ClC1=CC(=C(O[C@H](C(=O)OC)CC)C=C1)C1=NOCC1OCCCC methyl (2S)-2-[4-chloro-2-(4-butoxy-4,5-dihydroisoxazol-3-yl)phenoxy]butanoate